3-((1-hydroxycyclohexyl)methoxy)phenylpropan-1-one OC1(CCCCC1)COC=1C=C(C=CC1)C(CC)=O